C(C)(=O)N[C@H](C(=O)NC[C@]12C[C@H](N([C@@H]2C1)C(=O)OC(C)(C)C)C(NC1=NC(=CC=C1COCC=C)Br)=O)CC=C tert-butyl (1R,3S,5R)-5-(((S)-2-acetamidopent-4-enamido)methyl)-3-((3-((allyloxy)methyl)-6-bromopyridin-2-yl)carbamoyl)-2-azabicyclo[3.1.0]hexane-2-carboxylate